methyl 5-cyclopentyl-2-((6-fluoro-2-methylpyridin-3-yl)oxy)-4-methylnicotinate C1(CCCC1)C=1C=NC(=C(C(=O)OC)C1C)OC=1C(=NC(=CC1)F)C